(2S)-2-[[(2S)-2-amino-3-phosphonooxypropanoyl]amino]-3-(3,4-dihydroxyphenyl)propanoic acid N[C@H](C(=O)N[C@H](C(=O)O)CC1=CC(=C(C=C1)O)O)COP(=O)(O)O